5-chloro-1'-(2-{1-[(cis)-3-hydroxy-3-methylcyclobutyl]-4-(trifluoromethyl)-1H-1,3-benzimidazol-6-yloxy}ethyl)spiro[indoline-3,4'-piperidin]-2-one ClC=1C=C2C(=CC1)NC(C21CCN(CC1)CCOC=1C=C(C2=C(N(C=N2)C2CC(C2)(C)O)C1)C(F)(F)F)=O